2-(4-(2-(4-((1r,3r)-3-((tert-butoxycarbonyl)amino)cyclobutoxy)phenyl)propan-2-yl)phenoxy)oxazole C(C)(C)(C)OC(=O)NC1CC(C1)OC1=CC=C(C=C1)C(C)(C)C1=CC=C(OC=2OC=CN2)C=C1